CC(C)P(=O)(C(C)C)C1=CC2=C(N=C(N=C2N[C@H](C)C2=C(C(=CC=C2)C(F)(F)F)C)C)N=C1C 6-[bis(propan-2-yl)phosphoryl]-2,7-dimethyl-N-{(1R)-1-[2-methyl-3-(trifluoromethyl)phenyl]ethyl}pyrido[2,3-d]pyrimidin-4-amine